ClC=1C=C(C=C2C=C(N=CC12)NC(=O)[C@H]1[C@@H](C1)C#N)C=1C=NC(=CC1CC)OC(F)F |r| (±)-trans-N-[8-chloro-6-[6-(difluoromethoxy)-4-ethyl-3-pyridyl]-3-isoquinolinyl]-2-cyano-cyclopropanecarboxamide